FC1=CC2=C(C=N1)[C@H]1CC[C@@H]([C@H]2F)N1C1=CC=C(C=C1)OC (5S,6S,9R)-3,5-difluoro-10-(4-methoxyphenyl)-6,7,8,9-tetrahydro-5H-6,9-epiminocyclohepta[c]pyridine